oxobis(trifluoroacetoxyiodobenzene) O(C1=C(C(=CC=C1)OC(C(F)(F)F)=O)I)C1=C(C(=CC=C1)OC(C(F)(F)F)=O)I